(1R,2S)-1-(5-chloropyrimidin-2-yl)-N-(5-((R)-2,2-difluorocyclopropyl)-4-(4,6-dimethoxypyrimidin-5-yl)-4H-1,2,4-triazol-3-yl)-1-methoxypropane-2-sulfonamide ClC=1C=NC(=NC1)[C@H]([C@H](C)S(=O)(=O)NC1=NN=C(N1C=1C(=NC=NC1OC)OC)[C@@H]1C(C1)(F)F)OC